(4S)-4-amino-4-[5-(4-bromophenyl)-1,3,4-oxadiazole-2-yl]butanamide N[C@@H](CCC(=O)N)C=1OC(=NN1)C1=CC=C(C=C1)Br